C1C2=C(CNC1)COC=1C=CC=CC12 Tetrahydrochromeno[3,4-c]pyridine